ethyl 2-acetylamino-6-cyano-6-(difluoromethoxymethyl)-4,5,6,7-tetrahydro-1-thia-3-indenecarboxylate C(C)(=O)NC=1SC=2CC(CCC2C1C(=O)OCC)(COC(F)F)C#N